benzyl 2-methyl 5-(fluoromethyl)pyrrolidine-1,2-dicarboxylate FCC1CCC(N1C(=O)OCC1=CC=CC=C1)C(=O)OC